2'-bromo-3-chloro-4-((2,4-difluorophenyl)methoxy-d2)-5',6-dimethyl-2H-[1,4'-Bipyridine]-2-one BrC1=NC=C(C(=C1)N1C(C(=C(C=C1C)OC([2H])([2H])C1=C(C=C(C=C1)F)F)Cl)=O)C